ClC1=C(C=CC=C1)[C@H]1CC[C@H](N1C(CCC(C)C)=O)C(=O)O (2S,5R)-5-(2-chlorophenyl)-1-(4-methylpentanoyl)pyrrolidine-2-carboxylic acid